5-bromo-2-chloro-4,6-dimethylpyrimidine BrC=1C(=NC(=NC1C)Cl)C